(1-(Cyclopropylmethyl)-7-(3-ethylpyridin-4-yl)-2-(1,2,5,6-tetrahydropyridin-3-yl)-1H-indol-5-yl)(4-(5-fluoro-3-methoxypyridin-2-yl)piperazin-1-yl)methanone C1(CC1)CN1C(=CC2=CC(=CC(=C12)C1=C(C=NC=C1)CC)C(=O)N1CCN(CC1)C1=NC=C(C=C1OC)F)C=1CNCCC1